4-methoxy-N-((S)-methyl-2-(((S)-4-(methylamino)-3,4-dioxo-1-(2-oxoimidazolidin-1-yl)butan-2-yl)amino)-1-oxopentan-2-yl)-1H-benzo[d]imidazole-2-carboxamide COC1=CC=CC=2NC(=NC21)C(=O)N[C@](C=O)(CCCC)N[C@@H](CN2C(NCC2)=O)C(C(=O)NC)=O